bis(8-(((Z)-non-2-en-1-yl)oxy)-8-oxooctyl) 2-hydroxysuccinate OC(C(=O)OCCCCCCCC(=O)OC\C=C/CCCCCC)CC(=O)OCCCCCCCC(=O)OC\C=C/CCCCCC